2-benzyl 7-(tert-butyl) 2,7-diazaspiro[3.5]nonane-2,7-dicarboxylate C1N(CC12CCN(CC2)C(=O)OC(C)(C)C)C(=O)OCC2=CC=CC=C2